1-methylsulfonyl-N-[2-[[4-[6-(3-oxabicyclo[4.1.0]hept-6-yl)-2-pyridinyl]thiazol-2-yl]amino]-2-oxo-ethyl]pyrrole-3-carboxamide CS(=O)(=O)N1C=C(C=C1)C(=O)NCC(=O)NC=1SC=C(N1)C1=NC(=CC=C1)C12CCOCC2C1